FC1(CN2C=3C(=C(SC3C(N[C@@H](C2)[C@H]2OCCCC2)=O)C=2C=NNC2)C1)F (S)-4,4-difluoro-2-(1H-pyrazol-4-yl)-7-((S)-tetrahydro-2H-pyran-2-yl)-4,5,7,8-tetrahydro-3H-1-thia-5a,8-diazabenzo[cd]azulen-9(6H)-one